C1CCC2=C(C=CC=C12)C1=C(C=C2C(=N1)C(=NN2)C=2C=NN(C2)C2CN(C2)C(CO)=O)OC 1-(3-(4-(5-(2,3-Dihydro-1H-inden-4-yl)-6-methoxy-1H-pyrazolo[4,3-b]pyridin-3-yl)-1H-pyrazol-1-yl)azetidin-1-yl)-2-hydroxyethan-1-one